FC=1C(=C2C=C(NC2=C(C1)C(=O)N)C)C1=C2CCNC(C2=CC=C1)C 5-fluoro-2-methyl-4-(1-methyl-1,2,3,4-tetrahydroisoquinolin-5-yl)-1H-indole-7-carboxamide